2,2,2-trifluoroethyl 2-[(2-fluorophenyl)methyl-isobutyl-amino]-2-oxo-acetate FC1=C(C=CC=C1)CN(C(C(=O)OCC(F)(F)F)=O)CC(C)C